ClC=1C=C(C(=NC1)N1C([C@](N(C(C1)=O)CC1=CC=C(C=C1)C(F)(F)F)(C)CNC(C)=O)=O)F (S)-N-((4-(5-chloro-3-fluoropyridin-2-yl)-2-methyl-3,6-dioxo-1-(4-(trifluoromethyl)benzyl)-piperazin-2-yl)methyl)-acetamide